FC(C1=CC=C(OC2CC(C2)OC(=O)N2CC3(C2)NC(OC3)=O)C=C1)(F)F.ClC=1C=C(C=CC1Cl)/C=C/C(=O)NNC(\C=C\C1=CC=C(C=C1)[N+](=O)[O-])=O (E)-3-(3,4-dichlorophenyl)-N'-((E)-3-(4-nitrophenyl)acryloyl)acrylohydrazide 3-(4-(trifluoromethyl)phenoxy)cyclobutyl-6-oxo-7-oxa-2,5-diazaspiro[3.4]octane-2-carboxylate